CON(C(=O)C=1OC=CN1)C N-methoxy-N-methyl-oxazole-2-carboxamide